FC(C1=NN=C(O1)C=1C=CC(=NC1)CN1C(N(C2=C1C=CC=C2)C2CCOCC2)=O)F 1-((5-(5-(difluoromethyl)-1,3,4-oxadiazole-2-yl)pyridine-2-yl)methyl)-3-(tetrahydro-2H-pyran-4-yl)-1,3-dihydro-2H-benzo[d]imidazole-2-one